10-Undecyn-1-ol C(CCCCCCCCC#C)O